NC(C)(C)C1=CC(=NC(=C1)CC1=CC=C(C=C1)F)OC1[C@@H]2CN(C[C@H]12)C(=O)C1=C(N=C(S1)C1=NC=CC=N1)C ((1R,5S,6s)-6-((4-(2-aminopropan-2-yl)-6-(4-fluorobenzyl)pyridin-2-yl)oxy)-3-azabicyclo[3.1.0]hexan-3-yl)(4-methyl-2-(pyrimidin-2-yl)thiazol-5-yl)methanone